N1(N=CC=C1)CC1=CC(=C(C#N)C=C1OCC)F 4-(1H-pyrazol-1-ylmethyl)-5-ethoxy-2-fluorobenzonitrile